O(C(=O)CCCCCCCCC)CC(O)CO Glyceryl Monocaprate